tert-butyl 4-(4-(2-morpholinoethoxy)phenyl)-1,4-diazepane-1-carboxylate O1CCN(CC1)CCOC1=CC=C(C=C1)N1CCN(CCC1)C(=O)OC(C)(C)C